C(C)OC(C(CC1=C(C2=C(N(N=N2)CC(CCOC)CCO)C=C1)C)C1=CC(=C(C=C1)C)[C@@H](C)N1S(OC(=CC1)O)(=O)=O)=O [3-[(1R)-1-(6-hydroxy-2,2-dioxo-4H-1,2λ6,3-oxathiazin-3-yl)ethyl]-4-methyl-phenyl]-3-[1-[2-(2-hydroxyethyl)-4-methoxy-butyl]-4-methyl-benzotriazol-5-yl]propionic acid ethyl ester